COC1=CC=C(C=C1)N1C2(CC2)CN(C1=O)C 4-(4-methoxyphenyl)-6-methyl-4,6-diazaspiro[2.4]heptan-5-one